COC1=NC(=CC(=C1)N)OC 2,6-dimethoxypyridine-4-amine